8-(3-Fluorobenzyl)-2-(3-methoxybenzyl)-6-phenylimidazo[1,2-a]pyrazin-3-yl-acetat FC=1C=C(CC=2C=3N(C=C(N2)C2=CC=CC=C2)C(=C(N3)CC3=CC(=CC=C3)OC)CC(=O)[O-])C=CC1